FC(OCC=1C(=NC(=NC1)N)OC)F 5-(difluoromethoxymethyl)-4-methoxy-pyrimidin-2-amine